FC1=CC=C(C=C1)C1=C(N=C(N1)C1=CC=C(C=C1)[N+](=O)[O-])C1=CC=NC=C1 4-[5-(4-fluorophenyl)-2-(4-nitrophenyl)-1H-imidazol-4-yl]-pyridine